4-(2-methoxyphenyl)-6-methyl-N-(5-{pyrazolo[1,5-a]pyridine-7-carbonyl}-4H,5H,6H-pyrrolo[3,4-d][1,3]thiazol-2-yl)pyridine-3-carboxamide COC1=C(C=CC=C1)C1=C(C=NC(=C1)C)C(=O)NC=1SC2=C(N1)CN(C2)C(=O)C2=CC=CC=1N2N=CC1